ClC1=C(CNC(=O)[C@@]2(C=3C=CC=NC3[C@H](CC2)O)F)C(=CC(=C1)Cl)F (5R,8S)-N-(2,4-dichloro-6-fluorobenzyl)-5-fluoro-8-hydroxy-5,6,7,8-tetrahydroquinoline-5-carboxamide